O=C1N[C@H]2[C@@H](N1)CS[C@H]2CCCCC(=O)NCC=2N=NN(C2)C2=CC(=CC=C2)S(N)(=O)=O 5-((3aS,4S,6aR)-2-oxohexahydro-1H-thieno[3,4-d]imidazol-4-yl)-N-((1-(3-sulfamoylphenyl)-1H-1,2,3-triazol-4-yl)methyl)pentanamid